8'-bromo-1'-[trans-4-(pyridin-2-yloxy)cyclohexyl]-4'H,6'H-spiro[1,3-dioxolan-2,5'-[1,2,4]triazolo[4,3-a][1]benzazepine] BrC=1C=CC2=C(CC3(CC=4N2C(=NN4)[C@@H]4CC[C@H](CC4)OC4=NC=CC=C4)OCCO3)C1